NC(C(=O)O)CCCCCOC 2-amino-7-methoxyheptanoic acid